FC1=C(CN2C(N3C(C(=C2)C(=O)N[C@@H]2[C@H](CCCC2)O)=NC(=C3)C)=O)C(=CC(=C1)C=1C3=CN(N=C3C=CC1)C)F 6-(2,6-difluoro-4-(2-methyl-2H-indazol-4-yl)benzyl)-N-((1S,2S)-2-hydroxycyclohexyl)-2-methyl-5-oxo-5,6-dihydroimidazo[1,2-c]pyrimidine-8-carboxamide